COC=1C(=CC=2C3=C(C=NC2C1)C=NN3CC3=CC=C(C=C3)S(=O)(=O)N)OC 4-((7,8-dimethoxy-1H-pyrazolo[4,3-c]quinolin-1-yl)methyl)benzenesulfonamide